4-hydroxyphenyl-2-[dimethoxy-(4-methoxyphenyl)methyl]dibenzothiophenium methylsulfate COS(=O)(=O)[O-].OC1=CC=C(C=C1)C1=C(C=CC=2[SH+]C3=C(C21)C=CC=C3)C(C3=CC=C(C=C3)OC)(OC)OC